7-1-Ethyl-8-((tetrahydro-2H-pyran-4-yl)methyl)-3-(4-(trifluoromethyl)phenyl)-2-thia-1,3,8-triazaspiro[4.5]decan-4-one 2,2-dioxide formate salt C(=O)O.C(C)C1CC2(C(N(S(N2)(=O)=O)C2=CC=C(C=C2)C(F)(F)F)=O)CCN1CC1CCOCC1